1-(t-butyl) 2-ethyl (R)-2-(3-((t-butyldimethylsilyl)oxy)propyl)-3-methylenepyrrolidin-1,2-dicarboxylate [Si](C)(C)(C(C)(C)C)OCCC[C@]1(N(CCC1=C)C(=O)OC(C)(C)C)C(=O)OCC